C1(CC1)NC[C@H]1CN(C(O1)=O)C1=CC(=C(C(=C1)F)N1CCSCCC1)F (S)-5-((cyclopropylamino)methyl)-3-(3,5-difluoro-4-(1,4-thiazepan-4-yl)phenyl)oxazolidin-2-one